N-((1-(4-chloro-3-nitrophenyl)-1H-tetrazol-5-yl)methyl)-N-methylcyclohexanamine ClC1=C(C=C(C=C1)N1N=NN=C1CN(C1CCCCC1)C)[N+](=O)[O-]